N-((4-(2,4-difluorobenzyl)tetrahydro-2H-pyran-4-yl)methyl)-1-methyl-5-oxo-4,5-dihydro-1H-1,2,4-triazole-3-carboxamide FC1=C(CC2(CCOCC2)CNC(=O)C2=NN(C(N2)=O)C)C=CC(=C1)F